COC=1C=C(C=NC1OC)C=1C=CC=2N(N1)C=C(N2)N 6-(5,6-dimethoxypyridin-3-yl)imidazo[1,2-B]pyridazin-2-amine